CC1=CC=C(C=C1)S(=O)(=O)NC=1C=CC=C2C=C(C=NC12)C 4-methyl-N-(3-methyl-quinolin-8-yl)benzene-sulfonamide